2-((4-((R)-2-(4-chloro-2-fluorophenyl)-4-fluoro-2H-chromen-8-yl)piperidin-1-yl)methyl)-3-(((S)-oxabutan-2-yl)methyl)-3H-imidazo[4,5-b]pyridine-5-carboxylic acid ClC1=CC(=C(C=C1)[C@@H]1OC2=C(C=CC=C2C(=C1)F)C1CCN(CC1)CC1=NC=2C(=NC(=CC2)C(=O)O)N1C[C@@H](O)CC)F